8-bromo-6-(trifluoromethyl)imidazo[1,2-a]Pyridine-2-carboxylic acid ethyl ester C(C)OC(=O)C=1N=C2N(C=C(C=C2Br)C(F)(F)F)C1